COC1=CC=C(C=C1)C=1N=NC(=C2C1N(N=C2)C)NC2CN(CCC2)C 7-(4-methoxyphenyl)-1-methyl-N-(1-methylpiperidin-3-yl)-1H-pyrazolo[3,4-d]pyridazin-4-amine